((S)-3-(naphthalen-1-yl)-2-stearamidopropionyl)-leucyl-valine C1(=CC=CC2=CC=CC=C12)C[C@@H](C(=O)N[C@@H](CC(C)C)C(=O)N[C@@H](C(C)C)C(=O)O)NC(CCCCCCCCCCCCCCCCC)=O